N-Butyl-2,6-dimethylanilin C(CCC)NC1=C(C=CC=C1C)C